[Si](C)(C)(C(C)(C)C)O[C@@H]1CC(C[C@H](C1C)O[Si](C)(C)C(C)(C)C)=CCP(C1=CC=CC=C1)(C1=CC=CC=C1)=O (2-((3R,5R)-3,5-bis((tert-butyldimethylsilyl)oxy)-4-methylcyclohexylidene)ethyl)diphenylphosphine oxide